(S)-(1-cycloheptyl-2-((5-(3,5-dimethylisoxazol-4-yl)-3-fluoropyridin-2-yl)Amino)-2-oxoethyl)carbamic acid tert-butyl ester C(C)(C)(C)OC(N[C@H](C(=O)NC1=NC=C(C=C1F)C=1C(=NOC1C)C)C1CCCCCC1)=O